C(#N)CC1(CN(C1)C1CCN(CC1)CC=1C=C(C#N)C=CC1)N1N=CC(=C1)C=1C2=C(N=CN1)NC=C2 3-[(4-{3-(cyanomethyl)-3-[4-(7H-pyrrolo[2,3-d]pyrimidin-4-yl)-1H-pyrazol-1-yl]azetidin-1-yl}piperidin-1-yl)methyl]benzonitrile